[2]benzopyran C1OC=CC2=C1C=CC=C2